(1R,4s)-4-(8-(2,4-dichloro-6-fluorophenylamino)-2-((3S,4S)-3-fluorotetrahydro-2H-pyran-4-ylamino)-9H-purin-9-yl)-1-methylcyclohexanecarboxamide ClC1=C(C(=CC(=C1)Cl)F)NC=1N(C2=NC(=NC=C2N1)N[C@@H]1[C@@H](COCC1)F)C1CCC(CC1)(C(=O)N)C